CS(=O)(=O)O.C12(CC3CC(CC(C1)C3)C2)P(CCCC)C23CC1CC(CC(C2)C1)C3 bis(1-adamantyl)-butyl-phosphane methanesulfonate